2-cyanoethoxy (2-cyanoethoxy) ether C(#N)CCOOOCCC#N